ClC1=C(C(=CC=C1Cl)OC)[C@H]1C[C@H](N(C1)C(=O)OC(C)(C)C)CN[C@H](C(=O)OC)C tert-butyl (2S,4R)-4-(2,3-dichloro-6-methoxyphenyl)-2-([[(2S)-1-methoxy-1-oxopropan-2-yl]amino]methyl)pyrrolidine-1-carboxylate